NCC1CCN(CC1)CC1=C(C=C(C(=C1)Cl)Cl)O 2-((4-(aminomethyl)piperidin-1-yl)methyl)-4,5-dichlorophenol